3-propyl-1H-1,2,4-triazole-5-amine C(CC)C1=NNC(=N1)N